CN1N=CC(=C1C)N1[C@H]([C@H](CC1)NS(=O)(=O)C)CO[C@@H]1CC[C@@H](CC1)C1=CC=CC=C1 N-((2R,3S)-1-(1,5-dimethyl-1H-pyrazol-4-yl)-2-((((CIS)-4-phenylcyclohexyl)oxy)methyl)pyrrolidin-3-yl)methanesulfonamide